4-[3-chloro-6-fluoro-2-[2-(4-phenylphenyl)ethyl]phenyl]-5-hydroxy-2,6-dimethyl-pyridazin-3-one ClC=1C(=C(C(=CC1)F)C=1C(N(N=C(C1O)C)C)=O)CCC1=CC=C(C=C1)C1=CC=CC=C1